ClC=1C=CC(=C(C1)C1=C2C(=NC=C1)C(=CS2)C(=O)O)OCCN2C(=NC1=C(C2=O)C(=C(N=C1C)C1=C(C=CC=C1)C(F)(F)F)C#N)C 7-(5-chloro-2-(2-(5-cyano-2,8-dimethyl-4-oxo-6-(2-(trifluoromethyl)phenyl)pyrido[3,4-d]pyrimidin-3(4H)-yl)ethoxy)phenyl)thieno[3,2-b]pyridine-3-carboxylic acid